5-(2-(dimethylamino)ethoxy)-N-(5-fluoroquinolin-6-yl)-7-(1-methyl-1H-pyrazol-4-yl)quinazolin-4-amine CN(CCOC1=C2C(=NC=NC2=CC(=C1)C=1C=NN(C1)C)NC=1C(=C2C=CC=NC2=CC1)F)C